2-((8-amino-7-fluoro-6-((2-oxo-1,2-dihydropyridin-3-yl)methyl)isoquinolin-3-yl)amino)-6-isopropyl-5,6-dihydro-4H-pyrazolo[1,5-d][1,4]diazepin-7(8H)-one NC=1C(=C(C=C2C=C(N=CC12)NC1=NN2CC(N(CCC2=C1)C(C)C)=O)CC=1C(NC=CC1)=O)F